CN(C(C1=CC(=CC=C1)C1=CN=C2SC(=NN21)NCCC2=CC=C(C=C2)S(N)(=O)=O)=O)C N,N-dimethyl-3-[2-[2-(4-sulfamoylphenyl)ethylamino]imidazo[2,1-b][1,3,4]thiadiazol-5-yl]benzamide